3-Nitro-4-((3S,5R)-3,4,5-trimethylpiperazin-1-yl)aniline [N+](=O)([O-])C=1C=C(N)C=CC1N1C[C@@H](N([C@@H](C1)C)C)C